C1=C(C=CC2=CC=C(C=C12)C(=O)OC)C(=O)OC Dimethyl naphthalene-2,7-dicarboxylate